4-(2-thienyl)phenyl-methane S1C(=CC=C1)C1=CC=C(C=C1)C